N-({4-amino-1-methyl-1H-pyrazolo[4,3-c]quinolin-7-yl}methyl)-N-(1,1-dioxo-2,3-dihydro-1λ6-benzothiophen-7-yl)-6-(trifluoromethyl)pyridine-3-carboxamide NC1=NC=2C=C(C=CC2C2=C1C=NN2C)CN(C(=O)C=2C=NC(=CC2)C(F)(F)F)C2=CC=CC=1CCS(C12)(=O)=O